C(C1=CC=CC=C1)/[N+](=C/C=C/CCCCCCCCC)/[O-] (1Z,2e)-N-benzyldodec-2-en-1-imine oxide